1-(tert-butoxycarbonyl)-2,2-dimethylazetidine-3-carboxylic Acid C(C)(C)(C)OC(=O)N1C(C(C1)C(=O)O)(C)C